COC=1C=C(C=C(C1)C(F)(F)F)C=1C(=C(N=C2[C@H]3C([C@@H](CC12)C3)(C)C)N3CC1(CN(C1)C(C=C)=O)CC3)C#N (1R,9R)-6-(3-methoxy-5-(trifluoromethyl)phenyl)-10,10-dimethyl-4-(2-(2-propenoyl)-2,6-diazaspiro[3.4]octan-6-yl)-3-azatricyclo[7.1.1.02,7]undeca-2,4,6-triene-5-carbonitrile